C(C=C)NCC=1C(=CC(=NC1)C(=O)NC=1C(=C(C=CC1)C1=C(C(=CC=C1)NC(=O)C=1N(C2=C(CN(CC2)C)N1)C)Cl)C)OC N-(3'-(5-((allylamino)methyl)-4-methoxypicolinamido)-2-chloro-2'-methyl-[1,1'-biphenyl]-3-yl)-1,5-dimethyl-4,5,6,7-tetrahydro-1H-imidazo[4,5-c]pyridine-2-carboxamide